2-(3,5-dichloro-indazol-4-yl)-1-[(1S,3R)-3-(hydroxymethyl)-5-(1-hydroxy-1-methyl-ethyl)-1-methyl-3,4-dihydro-1H-isoquinolin-2-yl]ethanone ClC1=NNC2=CC=C(C(=C12)CC(=O)N1[C@H](C2=CC=CC(=C2C[C@@H]1CO)C(C)(C)O)C)Cl